FC1=CC=C(C=C1)N1C(=NC2=C1C=NC=C2)C=2C=CC(=NC2)N2CCOCC2 4-{5-[3-(4-Fluorophenyl)-3H-imidazo[4,5-c]pyridin-2-yl]pyridin-2-yl}morpholine